CN1CCN(CC1)C1=CC=C(C=C1)NC=1N=CC2=C(N1)N(C(C=C2C#C[Si](C(C)C)(C(C)C)C(C)C)=O)C2COCC2 2-{[4-(4-methylpiperazin-1-yl)phenyl]amino}-8-(oxolan-3-yl)-5-[2-(triisopropylsilyl)ethynyl]pyrido[2,3-d]pyrimidin-7-one